C1(CC1)C1=CC(=NC=C1)C(C(=O)NC(NNC)=S)C1=C(C=CC=C1)F (4-cyclopropylpyridin-2-yl)-2-(2-fluorophenyl)-N-(methylaminothiocarbamoyl)acetamide